FC(C(=CC(C1=CC(=NC=C1)C(F)(F)F)=O)O[Fe](OC(C(F)(F)F)=CC(=O)C1=CC(=NC=C1)C(F)(F)F)OC(C(F)(F)F)=CC(=O)C1=CC(=NC=C1)C(F)(F)F)(F)F tris((1,1,1-trifluoro-4-oxo-4-(2-(trifluoromethyl)pyridin-4-yl)but-2-en-2-yl)oxy)iron